COC(=O)N1C[C@@H](OCC1)CC1=C(N=C2N1C=CC(=C2)C)C=2SC(=CC2)C(NC)=O (S)-2-((7-methyl-2-(5-(methylcarbamoyl)thiophen-2-yl)imidazo[1,2-a]pyridin-3-yl)methyl)morpholine-4-carboxylic acid methyl ester